rac-(1r,2r,5s)-2-fluoro-3-oxo-9-azabicyclo[3.3.1]nonane-9-carboxylic acid tert-butyl ester C(C)(C)(C)OC(=O)N1[C@H]2[C@H](C(C[C@@H]1CCC2)=O)F |r|